3-amino-4-(4-(2-fluoro-4-methoxybenzoyl)piperidin-1-yl)benzonitrile NC=1C=C(C#N)C=CC1N1CCC(CC1)C(C1=C(C=C(C=C1)OC)F)=O